C1(CC1)CCN(C1=C2CN(C(C2=CC=C1)=O)C1C(NC(CC1)=O)=O)C1CCC(CC1)NCC(C)(C)OC 3-(4-((2-cyclopropylethyl)((1r,4r)-4-((2-methoxy-2-methylpropyl)amino)cyclohexyl)amino)-1-oxoisoindolin-2-yl)piperidine-2,6-dione